1-(4-(1-benzoylpiperidin-4-yl)butyl-1,1-d2)-3-(oxazol-5-ylmethyl)urea C(C1=CC=CC=C1)(=O)N1CCC(CC1)CCCC([2H])([2H])NC(=O)NCC1=CN=CO1